C1OC=2C=C(SC2OC1)S(=O)(=O)[O-] 4-ethylenedioxythiophene-sulfonate